[Cl-].C(CCN1C=[N+](C2=C1C=CC=C2)CCO)N2C=[N+](C1=C2C=CC=C1)CCO.[Cl-] 1,1'-(Propane-1,3-diyl)-bis(3-(2-hydroxyethyl)-1H-benzo[d]imidazol-3-ium) chloride salt